4-Guanidinyl-phenylalanine N(C(=N)N)C1=CC=C(C[C@H](N)C(=O)O)C=C1